The molecule is a synthetic sphingoid in which C16 phytosphingosine is substituted at O-1, C-16 and N with respectively an alpha-D-galactopyranosyl group, a phenyl group and an octanoyl group. It derives from a C16 phytosphingosine. CCCCCCCC(=O)N[C@@H](CO[C@@H]1[C@@H]([C@H]([C@H]([C@H](O1)CO)O)O)O)[C@@H]([C@@H](CCCCCCCCCCCCC2=CC=CC=C2)O)O